ClC=1C=C(C=CC1)CN(C(CC1=NN=C2N1C=CC=C2)=O)C2=CC=C(C=C2)C=2C=NNC2 N-[(3-chlorophenyl)methyl]-N-[4-(1H-pyrazol-4-yl)phenyl]-2-([1,2,4]triazolo[4,3-a]pyridin-3-yl)acetamide